C1(CCCC1)N1C2=NC(=NC(=C2N=C1)NCC=1C(NC(=CC1C)C)=O)N1CCOCC1 3-(((9-cyclopentyl-2-(4-morpholinyl)-9H-purin-6-yl)amino)methyl)-4,6-dimethylpyridin-2(1H)-one